BrC1=CC=C(C=C1)C1=CC=C(C=C1)N(C1=CC2=CC=CC=C2C=C1)C1=CC=CC=C1 N-(4'-bromo-[1,1'-biphenyl]-4-yl)-N-phenylnaphthalen-2-amine